Cl.OC=1C=C(CCN)C=CC1O 3-HYDROXYTYRAMINE HCL